COC1=NN(C=C1NC1=NC=C(C(=N1)C1=CNC2=C(C=CC=C12)NC([C@H](C)N1CCN(CC1)C)=O)C)C (2S)-N-(3-{2-[(3-methoxy-1-methyl-1H-pyrazol-4-yl)amino]-5-methylpyrimidin-4-yl}-1H-indol-7-yl)-2-(4-methylpiperazin-1-yl)propanamide